(4-chloro-2-fluorophenyl)-2,5-dihydro-1H-pyrrole-1-carboxylic acid tert-butyl ester C(C)(C)(C)OC(=O)N1C(C=CC1)C1=C(C=C(C=C1)Cl)F